C1(CC1)N1C=C(C=C(C1=O)F)C(C)N1C=C2N([C@@H](C1)C)NC1=C2CN([C@@H](C1)C)C(C1=CC(=C(C=C1)Cl)Cl)=O (3R,7R)-9-(1-(1-cyclopropyl-5-fluoro-6-oxo-1,6-dihydropyridin-3-yl)ethyl)-2-(3,4-di-Chlorobenzoyl)-3,7-dimethyl-1,2,3,4,8,9-hexahydropyrido[4',3':3,4]Pyrazolo[1,5-a]Pyrazine